2-(5-methoxy-2-(phenylethynyl)phenyl)tellurophene COC=1C=CC(=C(C1)C=1[Te]C=CC1)C#CC1=CC=CC=C1